4-(tert-butyl)-2-(2-(difluoromethoxy)-7-methylquinoxalin-5-yl)thiazole C(C)(C)(C)C=1N=C(SC1)C1=C2N=CC(=NC2=CC(=C1)C)OC(F)F